C1CC2(CCC1C2)Cl Norbornyl chloride